Cl.FC1=C(C=CC(=C1)N1C[C@H](NCC1)C)NC(=O)C=1N=CC=2N(C1)C=C(N2)C (R)-N-(2-fluoro-4-(3-methylpiperazin-1-yl)phenyl)-2-methylimidazo[1,2-a]pyrazine-6-carboxamide hydrochloride